FC(C(CC=CC(C)(S(=O)N)C)(C)C)F (4,4-difluoro-3,3-dimethylbutylidene)-2-methylpropane-2-sulfinamide